6-(2-amino-5-(4-(4-(cyclopropylmethyl)piperazin-1-yl)phenyl)-6-fluoropyridin-3-yl)-8-fluoro-3,4-dihydroisoquinolin-1(2H)-one NC1=NC(=C(C=C1C=1C=C2CCNC(C2=C(C1)F)=O)C1=CC=C(C=C1)N1CCN(CC1)CC1CC1)F